NC1=NC(=C(C=C1C1=CC2=C(C(NCCO2)=O)C=C1)C1=CC=C(C=C1)N1CCN(CC1)C(C)C)F 8-(2-amino-6-fluoro-5-(4-(4-isopropylpiperazin-1-yl)phenyl)pyridin-3-yl)-3,4-dihydrobenzo[f][1,4]oxazepin-5(2H)-one